[C@H]1(C[C@]2(CC1)C1=NOC(COC3=CC=CC=C3C3CCC(OC2)CC3)=N1)NS(=O)(=O)C N-[(1s,1'S,14R,17s)-spiro[8,11,16-trioxa-12,22-diazatetracyclo[15.2.2.110,13.02,7]docosa-2,4,6,10(22),12-pentaene-14,3'-cyclopentane]-1'-yl]methanesulfonamide